Rac-7-hydroxy-6-(hydroxymethyl)-3-methyl-6,7,8,9-tetrahydro-4H-quinolizin-4-one OC1C(N2C(C(=CC=C2CC1)C)=O)CO